benzyl 6-[2-[4-[3-(3,8-diazabicyclo[3.2.1]octan-8-yl)phenoxy]cyclohexyl]acetyl]-2,6-diazaspiro[3.3]heptane-2-carboxylate C12CNCC(CC1)N2C=2C=C(OC1CCC(CC1)CC(=O)N1CC3(CN(C3)C(=O)OCC3=CC=CC=C3)C1)C=CC2